C=1(C(=CC=CC1)C(=O)OCC)C(=O)OCC diethyl benzene-1,2-dicarboxylate